ClC(CNC([O-])=O)(Cl)Cl N-2,2,2-trichloroethylcarbamate